CCCCCCCCC=CCCCCCCCCCC icos-9-ene